4-[(2-pyridyldithio)methyl]-benzoic acid, 2,5-dioxo-1-pyrrolidinyl ester N1=C(C=CC=C1)SSCC1=CC=C(C(=O)ON2C(CCC2=O)=O)C=C1